2,3,4,5-Tetrahydropyridine N=1CCCCC1